dipropylene glycol methyl ether COC(C)COC(C)CO